(E)-7-(1-(pent-2-enoyl)piperidin-4-yl)-2-(4-phenoxyphenyl)-1H-imidazo[1,2-b]Pyrazole-3-carboxamide C(\C=C\CC)(=O)N1CCC(CC1)C1=C2N(N=C1)C(=C(N2)C2=CC=C(C=C2)OC2=CC=CC=C2)C(=O)N